6-INDAN-2-YLOXY-3-(MORPHOLIN-4-CARBONYL)-1,8-NAPHTHYRIDIN-4-ON C1C(CC2=CC=CC=C12)OC=1C=C2C(C(C=NC2=NC1)C(=O)N1CCOCC1)=O